C12NCCC2N(C1)C(C=C)=O 1-(2,6-diazabicyclo[3.2.0]heptan-6-yl)prop-2-en-1-one